(3S,4S)-4-{[5-(2,4-difluoro-phenyl)-isoxazole-3-carbonyl]-amino}-1-((1S,2S)-2-hydroxy-cyclohexyl)-piperidine-3-carboxylic acid (1-pyrimidin-2-yl-cyclopropyl)-amide N1=C(N=CC=C1)C1(CC1)NC(=O)[C@H]1CN(CC[C@@H]1NC(=O)C1=NOC(=C1)C1=C(C=C(C=C1)F)F)[C@@H]1[C@H](CCCC1)O